4-(4-amino-6-(4-(2-fluoroacrylamido)-2-methoxyphenyl)pyrazolo[5,1-f][1,2,4]triazin-5-yl)-N-(2,2-difluoroethyl)-2-methoxybenzamide NC1=NC=NN2C1=C(C(=N2)C2=C(C=C(C=C2)NC(C(=C)F)=O)OC)C2=CC(=C(C(=O)NCC(F)F)C=C2)OC